2-(3,3-difluoro-1-piperidyl)-N-(3-sulfamoylphenyl)-5-(trifluoromethyl)-pyridine-3-carboxamide FC1(CN(CCC1)C1=NC=C(C=C1C(=O)NC1=CC(=CC=C1)S(N)(=O)=O)C(F)(F)F)F